methyl 2-(aminomethyl)-1-methyl-1H-benzo[d]imidazole-4-carboxylate NCC1=NC2=C(N1C)C=CC=C2C(=O)OC